NCC1(CCN(CC1)C=1C(=NC(=C(N1)C)C1=C(C(=CC=C1)Cl)Cl)CO)CNC (3-(4-(aminomethyl)-4-((methylamino)methyl)piperidin-1-yl)-6-(2,3-dichlorophenyl)-5-methylpyrazin-2-yl)methanol